O=C1NC(CCC1C1=CC=C(C=C1)C1CCN(CC1)C1CCNCC1)=O 4-(4-(2,6-dioxopiperidin-3-yl)phenyl)-[1,4'-bipiperidin]